C1(=CC=CC=C1)C=CC(=O)C1=CC=C(C=C1)O 3-phenyl-1-(4-hydroxyphenyl)-2-propen-1-one